5-hydroxy-1,4-benzenedicarboxaldehyde OC=1C(=CC=C(C1)C=O)C=O